2-ethyl-2-adamantanemethanol C(C)C1(C2CC3CC(CC1C3)C2)CO